2-chloro-N-(4,4-difluorocyclohexyl)-5-morpholinopyrimidin-4-amine ClC1=NC=C(C(=N1)NC1CCC(CC1)(F)F)N1CCOCC1